COP([O-])(=O)C(CCC)=O monomethyl(1-oxobutyl)phosphonate